[Br].NC(CC)C1=NC=CN1C 1-aminopropyl-3-methyl-imidazole bromine salt